C1(CC1)C1=CC(=NO1)C1=CC=C(N)C=C1 4-(5-cyclopropyl-isoxazol-3-yl)aniline